ClC1=CC=C(C=C1)N1N=C(C=C1)OCCNC1=NC=NC2=CC=CC=C12 N-[2-[1-(4-chlorophenyl)pyrazol-3-yl]oxyethyl]quinazolin-4-amine